CO[C@H]1CC[C@H](CC1)NC=1N=CC2=C(N1)NC=C2C=2C=C1C(CNC(C1=CC2)=O)(C)C 6-(2-((cis-4-methoxycyclohexyl)amino)-7H-pyrrolo[2,3-d]pyrimidin-5-yl)-4,4-dimethyl-3,4-dihydroisoquinolin-1(2H)-one